C(C)(C)(C)OC(NCCC1=CC=C(C=C1)OCCN1CC(CCC1)F)=O 4-(2-(3-Fluoropiperidin-1-yl)ethoxy)phenethylcarbamic acid tert-butyl ester